5-[1-(5-amino-2-pyridyl)-3-(trifluoromethyl)pyrazol-4-yl]-N-[3-chloro-4-[[(1R,3R)-3-[[(2S,4R)-4-hydroxyprolyl]amino]cyclopentyl]carbamoyl]phenyl]-1-methyl-imidazole-2-carboxamide NC=1C=CC(=NC1)N1N=C(C(=C1)C1=CN=C(N1C)C(=O)NC1=CC(=C(C=C1)C(N[C@H]1C[C@@H](CC1)NC([C@H]1NC[C@@H](C1)O)=O)=O)Cl)C(F)(F)F